FC(=CC1=CN(C=2N=CN=C(C21)N2C[C@H](N(C[C@@H]2C)C(=O)OC(C)(C)C)C)C(C2=CC=CC=C2)(C2=CC=CC=C2)C2=CC=CC=C2)F tert-butyl (2R,5S)-4-(5-(2,2-difluorovinyl)-7-trityl-7H-pyrrolo[2,3-d]pyrimidin-4-yl)-2,5-dimethylpiperazine-1-carboxylate